BrCC=O 2-bromoethan-1-one